6-benzyl-1,3-dichloro-5,6,7,8-tetrahydro-2,6-naphthyridine-4-carbonitrile C(C1=CC=CC=C1)N1CC=2C(=C(N=C(C2CC1)Cl)Cl)C#N